(R)-methyl 5-amino-3-(1-(2-(trifluoromethyl)phenyl)ethoxy)thiophene-2-carboxylate NC1=CC(=C(S1)C(=O)OC)O[C@H](C)C1=C(C=CC=C1)C(F)(F)F